ClC=1C(=C(C=CC1F)[C@@H](NC(=O)N1[C@@H](C(NCC1)=O)C)[C@@H]1COC2=CC=CC=C2C1)F (R)-N-((S)-(3-chloro-2,4-difluorophenyl)((R)-chroman-3-yl)methyl)-2-methyl-3-oxopiperazine-1-carboxamide